FC=1C=C(C#N)C=CC1COC1=NN(C=C1F)C1CCNCC1 3-fluoro-4-[[4-fluoro-1-(4-piperidinyl)pyrazol-3-yl]oxymethyl]benzonitrile